8-nitro-1,2,3,4-tetrahydroisoquinoline [N+](=O)([O-])C=1C=CC=C2CCNCC12